(R) or (S)-1-(3-chlorophenethyl)-3-(4-(methylsulfonyl)phenethyl)piperidine ClC=1C=C(CCN2C[C@@H](CCC2)CCC2=CC=C(C=C2)S(=O)(=O)C)C=CC1 |o1:8|